C[C@H]1N(C[C@@H]2N(CC[C@@H]21)C(=O)C=2OC(=CN2)C2=CC=NC=C2)C(=O)OC(C)(C)C |r| rac-tert-Butyl (3aR,4R,6aR)-4-methyl-1-(5-(pyridin-4-yl)oxazole-2-carbonyl)hexahydropyrrolo[3,4-b]pyrrole-5(1H)-carboxylate